ClC1=C(C=C(C=C1)OC)B(O)O (2-chloro-5-methoxyphenyl)boronic acid